((6-((4-tert-Butyldiphenylsilyloxybutyl)(methyl)amino)undecane-1,11-diyl)bis-(sulfanediyl))bis(octane-1,2-diyl) dicycloheptanecarboxylate C1(CCCCCC1)C(=O)OC(CSCCCCCC(CCCCCSCC(CCCCCC)OC(=O)C1CCCCCC1)N(C)CCCCO[Si](C1=CC=CC=C1)(C1=CC=CC=C1)C(C)(C)C)CCCCCC